Cl.[C@H]12[C@@H]3[C@H](NC[C@@H]3[C@H](CC1)C2)C(=O)N[C@H](C(=O)N)C[C@H]2C(NCC2)=O (2S)-2-[(1S,2S,3S,6R,7R)-4-azatricyclo[5.2.1.0^{2,6}]decan-3-ylformamido]-3-[(3S)-2-oxopyrrolidin-3-yl]propanamide hydrochloride